(R)-3-amino-4-(3-(4-((5-chloro-3-fluoropyridin-2-yl)oxy)-2-methylphenyl)-1,2,4-oxadiazol-5-yl)butanoic acid hydrochloride Cl.N[C@@H](CC(=O)O)CC1=NC(=NO1)C1=C(C=C(C=C1)OC1=NC=C(C=C1F)Cl)C